N1(N=CN=C1)C=1C=C2CC(CC2=CC1)C(=O)N1CCC2=CC=C(C=C12)S(=O)(=O)N 1-(5-(1H-1,2,4-triazol-1-yl)-2,3-dihydro-1H-indene-2-carbonyl)indoline-6-sulfonamide